ClC1=CC(=C(C(=C1)F)C1=NC(=CN2C1=NC(=C(C2=O)C)C)[C@H]2C[C@H](OCC2)C=2C=NN(C2)C2CC2)F 9-(4-chloro-2,6-difluoro-phenyl)-7-[(2S,4R)-2-(1-cyclopropylpyrazol-4-yl)tetrahydropyran-4-yl]-2,3-dimethyl-pyrazino[1,2-a]pyrimidin-4-one